C(C)[C@H]1[C@@H]([C@@H]2CC[C@H]1C2)N (1R,2R,3R,4S)-3-ethylbicyclo[2.2.1]heptan-2-amine